(6S,9S,12S,15S,18R,19R)-9-(aminomethyl)-12-cyclohexyl-19-hexyl-15-isobutyl-16,18-dimethyl-6-[(1R)-1,2-dihydroxyethyl]-1-oxa-4,7,10,13,16-pentazacyclononadecane-2,5,8,11,14,17-hexone NC[C@H]1C(N[C@H](C(NCC(O[C@@H]([C@H](C(N([C@H](C(N[C@H](C(N1)=O)C1CCCCC1)=O)CC(C)C)C)=O)C)CCCCCC)=O)=O)[C@H](CO)O)=O